C(C)(C)NC1=NC=CC(=C1)CN1C(N(C(C1(C)C)=O)C1=CC=C(C=C1)[Si](C)(C)C)=O 1-((2-(isopropylamino)pyridin-4-yl)methyl)-5,5-dimethyl-3-(4-(trimethylsilyl)phenyl)imidazolidine-2,4-dione